2,4-DIHYDROXYBUTYRAT OC(C(=O)[O-])CCO